N,N-diethyl-9-(methyl(7H-pyrrolo[2,3-d]pyrimidin-4-yl)amino)-3-azaspiro[5.5]undecane-3-sulfonamide C(C)N(S(=O)(=O)N1CCC2(CC1)CCC(CC2)N(C=2C1=C(N=CN2)NC=C1)C)CC